(7-(5'-fluoro-6-morpholino-[2,3'-bipyridin]-4-yl)pyrazolo[1,5-a]pyridin-3-yl)(piperidin-1-yl)methanone FC=1C=C(C=NC1)C1=NC(=CC(=C1)C1=CC=CC=2N1N=CC2C(=O)N2CCCCC2)N2CCOCC2